(7S)-7-({[2-Methoxy-4-(3-methyl-4H-1,2,4-triazol-4-yl)phenyl]carbonyl}amino)-2-methyl-7-phenyl-6,7,8,9-tetrahydropyrido[1,2-a]indol COC1=C(C=CC(=C1)N1C(=NN=C1)C)C(=O)N[C@@]1(CCC=2N(C3=CC=C(C=C3C2)C)C1)C1=CC=CC=C1